13-Methylhexacosane CC(CCCCCCCCCCCC)CCCCCCCCCCCCC